NC1=C(C2=C(S1)C(=CC=C2C2=C1C=C(N3C1=C(C=C2F)C(N2[C@@H](CC3)CNCC2)=O)C)F)C#N 2-Amino-7-fluoro-4-((S)-2-fluoro-5-methyl-14-oxo-8,8a,9,10,11,12-hexahydro-7H,14H-pyrazino[1',2':5,6][1,5]diazocino[3,2,1-hi]indol-3-yl)benzo[b]thiophene-3-carbonitrile